BrC=1C=C2C(=NC1)C=NN2CC(CC)=O 1-(6-bromo-1H-pyrazolo[4,3-b]pyridin-1-yl)butan-2-one